CC/C=C\C/C=C\C/C=C\C/C=C\CCCCC(=O)OC[C@H](COP(=O)(O)OC[C@@H](C(=O)O)N)OC(=O)CCC/C=C\C/C=C\C/C=C\C/C=C\C/C=C\CC 1-(6Z,9Z,12Z,15Z-octadecatetraenoyl)-2-(5Z,8Z,11Z,14Z,17Z-eicosapentaenoyl)-glycero-3-phosphoserine